CCC(CC)C1=C(C(=CC=C1)C(CC)CC)N1C(N(C=C1)C1=C(C=CC=C1C(CC)CC)C(CC)CC)=[Pd-3](C1=NC=CC=C1Cl)(Cl)Cl [1,3-bis(2,6-di-3-pentylphenyl)imidazole-2-ylidene](3-chloropyridyl)palladium(II) dichloride